phosphonamidic chloride P(=O)(N)Cl